C(C(C)C)(=O)OC=1C(=NC=CC1OC)C(N[C@H](C(=O)NC1CCC(CC1)(C)C)C)=O (S)-2-((1-((4,4-dimethylcyclohexyl)amino)-1-oxopropan-2-yl)carbamoyl)-4-methoxypyridin-3-yl isobutyrate